ethyl-1,4-dihydroquinoline-3-carboxylate C(C)OC(=O)C1=CNC2=CC=CC=C2C1